tert-Butyl (2S)-2-{[(2S)-1-amino-3-{3'-[(methylsulfonyl)oxy]biphenyl-4-yl}-oxopropan-2-yl]carbamoyl}-1,4-oxazepane-4-carboxylate NC[C@@H](C(C1=CC=C(C=C1)C1=CC(=CC=C1)OS(=O)(=O)C)=O)NC(=O)[C@H]1OCCCN(C1)C(=O)OC(C)(C)C